2,3-dimethyl-7-((2S)-2-(1-methyl-1H-pyrazol-4-yl)-4-morpholinyl)-5-(6-(trifluoromethyl)-3-pyridinyl)pyrido[4,3-d]pyrimidin-4(3H)-one CC=1N(C(C2=C(N1)C=C(N=C2C=2C=NC(=CC2)C(F)(F)F)N2C[C@@H](OCC2)C=2C=NN(C2)C)=O)C